BrC=1C(=C(C(=O)OC)C=C(C1)Cl)C Methyl 3-bromo-5-chloro-2-methylbenzoate